FC(C(=O)O)(F)F.ClC=1C=C(C=CC1Cl)C1=CC=C(C=C1)C(C=1N=NNC1C(=O)O)(F)F 4-((3',4'-dichloro-[1,1'-biphenyl]-4-yl)difluoromethyl)-1H-1,2,3-triazole-5-carboxylic acid 2,2,2-trifluoroacetate